3-(5-Amino-2-(chloromethyl)-8-(pyrimidin-4-yl)-[1,2,4]triazolo[1,5-c]pyrimidin-7-yl)benzonitrile NC1=NC(=C(C=2N1N=C(N2)CCl)C2=NC=NC=C2)C=2C=C(C#N)C=CC2